N-(4-Nitrophenethyl)-2-(trifluoromethyl)chinolin-4-amin [N+](=O)([O-])C1=CC=C(CCNC2=CC(=NC3=CC=CC=C23)C(F)(F)F)C=C1